NC=1SC(=C(N1)C)C=1N=C(SC1)NC1=CC=C(C=C1)NC(CCOC)=O N-[4-[[4-(2-amino-4-methyl-thiazol-5-yl)thiazol-2-yl]amino]phenyl]-3-methoxy-propanamide